CCCCCCC(=O)C(=O)O oxooctanoic acid